acryloyl-pentanoic acid C(C=C)(=O)C(C(=O)O)CCC